FC1=CC=C(CC2(C[C@@H]3[C@@H](CN(C3)CC(=O)C3=NC=C(C=C3)O)C2)O)C=C1 2-((3aR,5r,6aS)-5-(4-fluorobenzyl)-5-hydroxyhexahydrocyclopenta[c]pyrrol-2(1H)-yl)-1-(5-hydroxypyridin-2-yl)ethanone